Cyclobutylidenebis[2-(4,5-dimethyl-2-furyl)-4-phenyl-5-methyl-1-indenyl]zirconium dichloride [Cl-].[Cl-].C1(CCC1)=[Zr+2](C1C(=CC2=C(C(=CC=C12)C)C1=CC=CC=C1)C=1OC(=C(C1)C)C)C1C(=CC2=C(C(=CC=C12)C)C1=CC=CC=C1)C=1OC(=C(C1)C)C